[Si](C)(C)(C(C)(C)C)OCCC[Li] t-butyldimethylsilyloxypropyllithium